N1(N=NN=C1)C1CCN(CC1)C1=NN=C(O1)C=1C=NC(=NC1)NC1CC2=CC(=C(C=C2C1)F)F 5-(5-(4-(1H-Tetrazol-1-yl)piperidin-1-yl)-1,3,4-oxadiazol-2-yl)-N-(5,6-difluoro-2,3-dihydro-1H-inden-2-yl)pyrimidin-2-amine